FC=1C=C(OC2=CC=C(C=N2)C=2C=C3C=NC=NC3=C(C2)C=2C=C(C=CC2)C(C(=O)N)=C)C=CC1 (3-(6-(6-(3-fluorophenoxy)pyridin-3-yl)quinazolin-8-yl)phenyl)acrylamide